C[SiH2]OCC(OC1=CC=CC=C1)OC1=CC=CC=C1 methyl-diphenoxyethoxysilane